[4-amino-1-[(2R)-6-amino-2-[[(2R)-2-[[(2R)-2-[[(2R)-2-amino-3-phenyl-propanoyl]amino]-3-phenyl-propanoyl]amino]-4-methyl-pentanoyl]amino]hexanoyl]-4-piperidyl]phosphonic acid NC1(CCN(CC1)C([C@@H](CCCCN)NC([C@@H](CC(C)C)NC([C@@H](CC1=CC=CC=C1)NC([C@@H](CC1=CC=CC=C1)N)=O)=O)=O)=O)P(O)(O)=O